N-[1-(2-oxo-1H-quinolin-8-yl)ethyl]-5-[4-(trifluoromethyl)phenoxy]naphthalene-2-carboxamide O=C1NC2=C(C=CC=C2C=C1)C(C)NC(=O)C1=CC2=CC=CC(=C2C=C1)OC1=CC=C(C=C1)C(F)(F)F